C1(CC1)C1=NC=NC(=C1C1=NC=2N(CC(N(C2C=N1)C)=O)CC1=CC=C(C=C1)C=1N(C=C(N1)C(F)(F)F)CC)OC 2-(4-cyclopropyl-6-methoxypyrimidin-5-yl)-5-methyl-8-(4-(1-ethyl-4-(trifluoromethyl)-1H-imidazol-2-yl)benzyl)-7,8-dihydropteridin-6(5H)-one